N-2-butylacrylamide CC(CC)NC(C=C)=O